tert-butyl N-[4-(2-{3-[1-(2,6-dioxopiperidin-3-yl)-3-methyl-2-oxo-1,3-benzodiazol-5-yl]prop-2-yn-1-yl}-2,6-diazaspiro[3.4]octane-6-carbonyl)cyclohexyl]carbamate O=C1NC(CCC1N1C(N(C2=C1C=CC(=C2)C#CCN2CC1(C2)CN(CC1)C(=O)C1CCC(CC1)NC(OC(C)(C)C)=O)C)=O)=O